N-(2-((1R,4R)-2-oxa-5-azabicyclo[2.2.1]heptane-5-yl)-5-((6-((R)-3-(2,4-difluorophenyl)isoxazolidine-2-yl)pyrimidine-4-yl)amino)-4-methoxyphenyl)acrylamide [C@H]12OC[C@H](N(C1)C1=C(C=C(C(=C1)OC)NC1=NC=NC(=C1)N1OCC[C@@H]1C1=C(C=C(C=C1)F)F)NC(C=C)=O)C2